C(C)(C)(C)N(C(O)=O)[C@H]1CO[C@H](C[C@H]1O)C(=O)N1[C@H](C2=CC=CC=C2CC1)C1=CC=C(C=C1)F.C(C(=C)C)(=O)OCCC[SiH](OCC)OCC 3-methacryloxypropyl-diethyl-Oxysilane tert-butyl-((3S,4R,6R)-6-((S)-1-(4-fluorophenyl)-1,2,3,4-tetrahydroisoquinoline-2-carbonyl)-4-hydroxytetrahydro-2H-pyran-3-yl)carbamate